butyl {2-[(5-chloro-1H-indol-3-yl)amino]-5-(trifluoromethyl)-1H-benzo[d]imidazol-1-yl}(ethyl)carbamate ClC=1C=C2C(=CNC2=CC1)NC1=NC2=C(N1N(C(OCCCC)=O)CC)C=CC(=C2)C(F)(F)F